Valerophenon C(CCCC)(=O)C1=CC=CC=C1